tert-butyl 1-(tosyloxy)-3,6,9,12,15,18,21,24,27-nonaoxatriacontan-30-oate S(=O)(=O)(C1=CC=C(C)C=C1)OCCOCCOCCOCCOCCOCCOCCOCCOCCOCCC(=O)OC(C)(C)C